rel-(S)-1-(4,4-difluoropiperidin-1-yl)-9-ethyl-4-fluoro-8,9-dihydro-2,7,9a-triazabenzo[cd]azulen-6(7H)-one FC1(CCN(CC1)C1=NC2=C3C(C(NC[C@@H](N13)CC)=O)=CC(=C2)F)F |o1:15|